ClC=1C=C2C=CN3C2=C(C2=CC(CN(C2C3)C)C(=O)N(CC)CC)C1 2-chloro-N,N-diethyl-8-methyl-7a,8,9,10-tetrahydro-7H-indolo[7,1-fg][1,7]naphthyridine-10-carboxamide